4-Methyl-2,6-diphenylpyrylium tetrafluoroborate F[B-](F)(F)F.CC1=CC(=[O+]C(=C1)C1=CC=CC=C1)C1=CC=CC=C1